FC=1C=C2C(=NC(=NC2=C(C1C1=CC(=CC2=CC=CC=C12)O)F)OC[C@]12CCCN2C[C@@H](C1)F)N1CCOCCC1 4-(6,8-Difluoro-2-(((2R,7aS)-2-fluorotetrahydro-1H-pyrrolizin-7a(5H)-yl)methoxy)-4-(1,4-oxazepan-4-yl)quinazolin-7-yl)naphthalen-2-ol